1-(2-(piperidin-4-yl)-2H-indazol-6-yl)dihydropyrimidine-2,4(1H,3H)-dione hydrochloride Cl.N1CCC(CC1)N1N=C2C=C(C=CC2=C1)N1C(NC(CC1)=O)=O